α-pentylacrylic acid C(CCCC)C(C(=O)O)=C